FC(F)(F)SC1=CC=CC=C1 Phenyl tri-fluoromethyl sulfide